monoamino phosphate P(=O)(ON)([O-])[O-]